di-(methyl heptyl) phosphate P(=O)(OC(CCCCCC)C)(OC(CCCCCC)C)[O-]